Sodium-Potassium-Magnesium [Mg].[K].[Na]